N-(5-(5-(Difluoromethyl)-1,3,4-oxadiazol-2-yl)pyrimidin-2-yl)-4-(1H-pyrazol-1-yl)-1H-benzo[d]imidazole-6-amine FC(C1=NN=C(O1)C=1C=NC(=NC1)NC=1C=C(C2=C(NC=N2)C1)N1N=CC=C1)F